C1(=CC=CC=C1)C1=NC(=NC2=CC=C(C=C12)C1=CC=CC=C1)N1C=2C=CC=CC2C=2C=CC3=C(C12)SC1=C3C(C3=CC=CC=C31)(C)C 13-(4,6-diphenylquinazolin-2-yl)-7,7-dimethyl-7,13-dihydroindeno[2',1':4,5]thieno[2,3-a]carbazole